3-methyl-2-(2-((3R,4R)-3-methyltetrahydro-2H-pyran-4-yl)-2H-pyrazolo[3,4-b]pyrazin-6-yl)-5-(trifluoromethyl)phenol CC=1C(=C(C=C(C1)C(F)(F)F)O)C=1C=NC=2C(N1)=NN(C2)[C@H]2[C@H](COCC2)C